ClC1=C(C(=O)NC=2C=C3C=C(N(C3=CC2)CCC)C(=O)NC2=CC(=CC=C2)Cl)C=C(C=C1)CNC(C(C)C)=O 5-(2-chloro-5-(isobutyrylaminomethyl)benzoylamino)-N-(3-chlorophenyl)-1-propyl-1H-indole-2-carboxamide